1-(5-methylsulfanyl-1,3,4-oxadiazole-2-yl)pentane-1,5-diamine CSC1=NN=C(O1)C(CCCCN)N